[Pd].C(C)P(CC)CC (triethylphosphine) palladium (0)